CN(CCOC=1OC(=C(N1)C(=O)NC1=CC(=C(C=C1)C)NC1=NC=CC=C1C1=C2N=CNC2=NC=N1)C1=CC=C(C=C1)F)C 2-[2-(dimethylamino)ethoxy]-5-(4-fluorophenyl)-N-[4-methyl-3-[[3-(9H-purin-6-yl)-2-pyridyl]amino]phenyl]oxazole-4-carboxamide